C(CCCCCCC)(=O)OCCN(C(C1=CC=CC=C1)=O)C1(CC1)C(=O)OCC(=O)C1=CC=C(C=C1)Br 2-(4-bromophenyl)-2-oxoethyl 1-(N-(2-(octanoyloxy)ethyl)benzamido)cyclopropane-1-carboxylate